2-Di-tert-butylphosphino-2',4',6'-triiso-propyl-1,1'-biphenyl C(C)(C)(C)P(C1=C(C=CC=C1)C1=C(C=C(C=C1C(C)C)C(C)C)C(C)C)C(C)(C)C